C(C=CC(=O)N)C=CC(=O)N methylidenebisacrylamide